ClC1=C(C=CC(=C1)C(=O)N1[C@H]([C@@H](N(CC1)C1=CC(=CC=C1)Cl)C)C)[S@](=O)CC(=O)C1=NC=NC=C1 |&1:24| (±)-2-((2-Chloro-4-(4-(3-chlorophenyl)-trans-2,3-dimethylpiperazine-1-carbonyl)phenyl)sulfinyl)-1-(pyrimidin-4-yl)ethan-1-one